3-((5-(1-(3-fluoropropyl)-1H-benzo[d][1,2,3]triazol-6-yl)-4-methoxypyrrolo[2,1-f][1,2,4]triazin-2-yl)amino)-2,2-dimethylpropanenitrile FCCCN1N=NC2=C1C=C(C=C2)C=2C=CN1N=C(N=C(C12)OC)NCC(C#N)(C)C